C(C)(C)OCC1=C(C=CC=C1)C=1C(=CC=CC1)S(=O)(=O)N 2'-(isopropoxymethyl)-[1,1'-biphenyl]-2-sulfonamide